CC=CC=CCC(C)C 1,6-dimethylheptadiene